FC=1C(=C(C=CC1)NN1C(=CC=2C(NCCC21)=O)C2=C(C=NC=C2)C#C[C@@H]2N(CC1(CC1)C2)C(C=C)=O)OC [(3-fluoro-2-methoxyphenyl)amino]-2-(3-{2-[(6R)-5-(prop-2-enoyl)-5-azaspiro[2.4]heptan-6-yl]ethynyl}pyridin-4-yl)-1H,5H,6H,7H-pyrrolo[3,2-c]pyridin-4-one